OC1(CC(C1)(C#N)C)C=1SC2=NC(=CC=C2N1)C1=CC=2C(N=C1)=NN(C2)C cis-3-hydroxy-1-methyl-3-(5-(2-methyl-2H-pyrazolo[3,4-b]pyridin-5-yl)[1,3]thiazolo[5,4-b]pyridin-2-yl)cyclobutanecarbonitrile